(4-(3-(3-(tert-butyl)-1-(2,6-difluorophenyl)-1H-pyrazol-5-yl)ureido)-3-fluorophenyl)boronic acid C(C)(C)(C)C1=NN(C(=C1)NC(NC1=C(C=C(C=C1)B(O)O)F)=O)C1=C(C=CC=C1F)F